C(C)OC(C(CC(C#CC1=CC=CC=C1)=C(F)F)NC1=CC=CC=C1)=O 4-(difluoromethylene)-6-phenyl-2-(phenylamino)hex-5-ynoic acid ethyl ester